COC1=NC=CC(=C1)C1=C(C=2CCC2C=C1)NC(=O)NS(=O)(=NC(C1=CC=CC=C1)(C1=CC=CC=C1)C1=CC=CC=C1)C=1C=NN2C1OCCC2 N-((3-(2-methoxypyridin-4-yl)bicyclo[4.2.0]octa-1(6),2,4-trien-2-yl)carbamoyl)-N'-trityl-6,7-dihydro-5H-pyrazolo[5,1-b][1,3]oxazine-3-sulfonimidamide